OC(CCC1=CC=CC=C1)C=O 3-hydroxy-4-oxo-1-phenylbutan